ClC=1C=C(C=C(C1)Cl)C=1C2=C(N=CN1)C(=C(C=N2)C(=O)N[C@H]2CCOC1=CC=CC=C21)N(C)C 4-(3,5-dichlorophenyl)-N-[(4S)-3,4-dihydro-2H-chromen-4-yl]-8-(dimethylamino)-pyrido[3,2-d]pyrimidine-7-carboxamide